N-(2-chloro-5-(trifluoromethyl)pyrimidin-4-yl)-1H-indol-3-amine ClC1=NC=C(C(=N1)NC1=CNC2=CC=CC=C12)C(F)(F)F